C(C)(C)(C)OC(=O)N1[C@H](CC2(CC(C2)(F)F)CC1)C1=CC=CC=C1 |r| (RS)-2,2-difluoro-6-phenyl-7-azaspiro[3.5]nonane-7-carboxylic acid tert-butyl ester